O=C1NC=2C(=NC=C(C2)C(=O)OC)N1C1=CC(=CC=C1)OC(C(F)F)(F)F methyl 2-oxo-3-(3-(1,1,2,2-tetrafluoroethoxy)phenyl)-2,3-dihydro-1H-imidazo[4,5-b]pyridine-6-carboxylate